IC1=NN(C2=NC=NC(=C21)NCC2=CC=CC(=N2)N2C[C@H](N([C@H](C2)C)C(=O)OC(C)(C)C)C)COCC[Si](C)(C)C tert-butyl (2R,6S)-4-(6-(((3-iodo-1-((2-(trimethylsilyl)ethoxy)methyl)-1H-pyrazolo[3,4-d]pyrimidin-4-yl)amino)methyl)pyridin-2-yl)-2,6-dimethylpiperazine-1-carboxylate